4-(9-ethyl-2-(3-(1-methyl-1H-pyrazol-3-yl)phenyl)-8-(pyridin-4-yl)-9H-purin-6-yl)morpholine C(C)N1C2=NC(=NC(=C2N=C1C1=CC=NC=C1)N1CCOCC1)C1=CC(=CC=C1)C1=NN(C=C1)C